N-(4-((3-(3,3-dimethyloxetan-2-yl)-3-phenethylpyrrolidin-1-yl)methyl)phenyl)acetamide CC1(C(OC1)C1(CN(CC1)CC1=CC=C(C=C1)NC(C)=O)CCC1=CC=CC=C1)C